1-(tert-butyl)-N-(3-(2-chloropyrimidin-4-yl)-5-fluoro-2-methylphenyl)-1H-1,2,3-triazole-4-carboxamide C(C)(C)(C)N1N=NC(=C1)C(=O)NC1=C(C(=CC(=C1)F)C1=NC(=NC=C1)Cl)C